(4-allyl)-2-methoxyphenol C(C=C)C1=CC(=C(C=C1)O)OC